(4-{6-amino-5-[1-(2,6-dichloro-3-fluoro-phenyl)-ethoxy]-pyridin-3-yl}-phenoxy)-acetic acid methyl ester COC(COC1=CC=C(C=C1)C=1C=NC(=C(C1)OC(C)C1=C(C(=CC=C1Cl)F)Cl)N)=O